6-(indolin-1-ylmethyl)-N2-(p-tolyl)-1,3,5-triazine-2,4-diamine N1(CCC2=CC=CC=C12)CC1=NC(=NC(=N1)NC1=CC=C(C=C1)C)N